N-[(1S)-1-cyclohexyl-2-[4-(3,5-dimethyl-1H-pyrazol-4-yl)anilino]-2-oxo-ethyl]thieno[2,3-c]pyridine-3-carboxamide C1(CCCCC1)[C@@H](C(=O)NC1=CC=C(C=C1)C=1C(=NNC1C)C)NC(=O)C1=CSC2=CN=CC=C21